NC1=NN2C(C=C(C=C2)C=2C=C(C(=NC2)Cl)C(=O)NCC2=C(C=CC(=C2)C(F)(F)F)F)=N1 5-{2-amino-[1,2,4]triazolo[1,5-a]pyridin-7-yl}-2-chloro-N-{[2-fluoro-5-(trifluoromethyl)phenyl]methyl}pyridine-3-carboxamide